N-methyl-4,5,6,7-tetrahydro-[1,2,3]triazolo[1,5-a]pyrazine-3-carboxamide CNC(=O)C=1N=NN2C1CNCC2